ClC1=CC=C(C=C1)C=1N(C(=CN1)C)CC1=C(OCCC[C@H](CC(=O)O)C)C=CC=C1 (R)-6-(2-((2-(4-chlorophenyl)-5-methyl-1H-imidazol-1-yl)methyl)phenoxy)-3-methylhexanoic acid